NC1=NC=C2N(C(N(C2=N1)[C@@H]1O[C@@H]([C@H]([C@H]1O)F)CO)=O)CC1=NN(C=C1)C 2-amino-9-((2R,3S,4S,5R)-4-fluoro-3-hydroxy-5-(hydroxymethyl)tetrahydrofuran-2-yl)-7-((1-methyl-1H-pyrazol-3-yl)methyl)-7,9-dihydro-8H-purin-8-one